Iridium acetate C(C)(=O)[O-].[Ir+3].C(C)(=O)[O-].C(C)(=O)[O-]